calcium 2-[(3-carboxy-2-oxidonaphthalen-1-yl)diazenyl]-5-methylbenzenesulfonate C(=O)(O)C=1C(=C(C2=CC=CC=C2C1)N=NC1=C(C=C(C=C1)C)S(=O)(=O)[O-])[O-].[Ca+2]